NC1=C(C=C(C=C1)C(=O)N1CCCCC1)SCCCBr (4-amino-3-((3-bromopropyl)thio)phenyl)(piperidin-1-yl)methanone